S(CCC(=O)OCCCCCCCCCCCCC)CCC(=O)OCCCCCCCCCCCCC 1,1'-ditridecyl 3,3'-thiodipropionate